C(C)(=O)C1C(=O)OCCC1 alpha-acetyl-delta-valerolactone